2-bromo-6-[[2-iodo-4-(trifluoromethyl)phenyl]methoxy]pyridine BrC1=NC(=CC=C1)OCC1=C(C=C(C=C1)C(F)(F)F)I